1,1-difluoro-2-methylethylene carbonate C1(OC(C(C)O1)(F)F)=O